(4S)-7,8-dichloro-6-(2,6-difluorophenyl)-4-methyl-4H-[1,2,4]triazolo[1,5-a][1,4]benzodiazepine-2-carboxylic acid ClC1=C(C=CC2=C1C(=N[C@H](C=1N2N=C(N1)C(=O)O)C)C1=C(C=CC=C1F)F)Cl